C(C)(C)C1=C(NC2=CC=C(C=C12)C1CCN(CC1)CCNC(CCC(=O)NCCN1CCC(CC1)C=1C=C2C(=C(NC2=CC1)C=1C=C(C=2N(C1)N=CN2)OC)C(C)C)=O)C=2C=C(C=1N(C2)N=CN1)OC N1,N4-bis(2-(4-(3-isopropyl-2-(8-methoxy-[1,2,4]triazolo[1,5-a]pyridin-6-yl)-1H-indol-5-yl)piperidin-1-yl)ethyl)succinamide